FC(C1=CC=C(CN2C=CC=3C2=C(N=CC3)C(=O)O)C=C1)(F)F 1-(4-(trifluoromethyl)benzyl)-1H-pyrrolo[2,3-c]Pyridine-7-carboxylic acid